tert-butyl 3-(4-(2-((4-(4-morpholino-7H-pyrrolo[2,3-d]pyrimidin-6-yl)phenyl)amino)-2-oxoethyl)piperidin-1-yl)azetidine-1-carboxylate O1CCN(CC1)C=1C2=C(N=CN1)NC(=C2)C2=CC=C(C=C2)NC(CC2CCN(CC2)C2CN(C2)C(=O)OC(C)(C)C)=O